5-benzoimidazolesulfonic acid sodium salt [Na+].N1=CNC2=C1C=CC(=C2)S(=O)(=O)[O-]